OC=1C(=C(C(=C(C1)C#CC(=O)O)O)O)O.[Na] sodium tetrahydroxybenzenepropiolic acid